[Ti].C(C)CC(CC(=O)OOCC)=O.C(C)CC(CC(=O)OOCC)=O Diethoxy bis(ethylacetoacetate) titanium